CC1=NN(C=C1B1OC(C(O1)(C)C)(C)C)CC1CCOCC1 3-methyl-1-(tetrahydropyran-4-ylmethyl)-4-(4,4,5,5-tetramethyl-1,3,2-dioxaborolan-2-yl)pyrazole